R-alanine diacetic acid C(CN([C@H](C)C(=O)O)CC(=O)O)(=O)O